2-Chloro-3,6-difluoro-N-[4-[(E)-3-[4-[2-hydroxyethyl(methyl)amino]phenyl]prop-2-enoyl]phenyl]benzamide ClC1=C(C(=O)NC2=CC=C(C=C2)C(\C=C\C2=CC=C(C=C2)N(C)CCO)=O)C(=CC=C1F)F